ammonium propyl formate C(=O)OCCC.[NH4+]